1-(tert-butoxycarbonyl)-3-cyclopropylpyrrolidine-3-carboxylic acid C(C)(C)(C)OC(=O)N1CC(CC1)(C(=O)O)C1CC1